FC=1C=C(C=CC1)C1CC2=CN(C(C(=C2O1)C(=O)N)=O)C1=CC=C(C=C1)F 3-fluorophenyl-5-(4-fluorophenyl)-6-oxo-2,3,5,6-tetrahydrofuro[3,2-c]pyridine-7-carboxamide